1-((tetrahydro-2H-pyran-2-yl)methyl)-4-(4,4,5,5-tetramethyl-1,3,2-dioxaborolan-2-yl)-1H-pyrazole O1C(CCCC1)CN1N=CC(=C1)B1OC(C(O1)(C)C)(C)C